CN1CCC2(CC1)OC1=C(C2)C=C(C=C1)C=1NCC(CC1)C 1'-methyl-5-(5-methyl-1,4,5,6-tetrahydropyridin-2-yl)-3H-spiro[benzofuran-2,4'-piperidine]